thioxanthene-10,10-dioxide C1=CC=CC=2S(C3=CC=CC=C3CC12)(=O)=O